(S)-1-cyano-N-(1-(2,3-dihydro-1H-inden-2-yl)-1H-imidazol-4-yl)pyrrolidine-3-carboxamide C(#N)N1C[C@H](CC1)C(=O)NC=1N=CN(C1)C1CC2=CC=CC=C2C1